N1CCC(CC1)C(=O)N1CCN(CC1)C=1C=C2[C@H](CN(CC2=CC1)C1=C2C(=NC=C1)N(N=C2)C)C 4-piperidinyl-[4-[(4R)-4-methyl-2-(1-methylpyrazolo[3,4-b]pyridin-4-yl)-3,4-dihydro-1H-isoquinolin-6-yl]piperazin-1-yl]methanone